(1-chloro-6,7-dihydro-5H-cyclopenta[c]pyridin-4-yl)ethanol ClC1=NC=C(C2=C1CCC2)C(C)O